C1(CC1)C1=NOC(=C1C1=CN=C(O1)[C@@H]1CC12CCN(CC2)S(=O)(=O)N)C (1R)-1-[5-(3-Cyclopropyl-5-methylisoxazol-4-yl)-1,3-oxazol-2-yl]-6-azaspiro[2.5]octan-6-sulfonamid